N-(3-chloro-5-(ethylsulfonamido)phenyl)-4-(5-fluoro-3-methylpyridin-2-yl)-5-methylthiophene-2-carboxamide ClC=1C=C(C=C(C1)NS(=O)(=O)CC)NC(=O)C=1SC(=C(C1)C1=NC=C(C=C1C)F)C